(3S,4S)-1-(4-(((S)-3-(hexylamino)-2-(3-octylureido)-3-oxopropyl)carbamoyl)benzoyl)-N3,N4-bis((1S,2R)-2-phenylcyclopropyl)pyrrolidine-3,4-dicarboxamide C(CCCCC)NC([C@H](CNC(=O)C1=CC=C(C(=O)N2C[C@H]([C@@H](C2)C(=O)N[C@@H]2[C@H](C2)C2=CC=CC=C2)C(=O)N[C@@H]2[C@H](C2)C2=CC=CC=C2)C=C1)NC(=O)NCCCCCCCC)=O